2-[4-[3-[(1R)-1-(tert-Butylsulfinylamino)ethyl]-5-methoxy-phenyl]pyrazol-1-yl]-N,N-dimethyl-acetamide C(C)(C)(C)S(=O)N[C@H](C)C=1C=C(C=C(C1)OC)C=1C=NN(C1)CC(=O)N(C)C